(5-bromothiazol-2-yl)-3-hydroxy-1-methylpyrrolidin-2-one BrC1=CN=C(S1)C1(C(N(CC1)C)=O)O